propyl glycolate C(CO)(=O)OCCC